O=C1NC(CCC1N1C(C2=CC(=C(C=C2C1=O)F)N1[C@H]2CN([C@@H](C1)C2)CC2CCNCC2)=O)=O 2-(2,6-dioxopiperidin-3-yl)-5-fluoro-6-((1R,4R)-5-(piperidin-4-ylmethyl)-2,5-diazabicyclo[2.2.1]heptan-2-yl)isoindoline-1,3-dione